C(C=C)C1=CC=C(C=C1)C1=CC=C(C=C1)CC=C bis(allyl)biphenyl